tert-Butyl 4-sulfamoylazepane-1-carboxylate S(N)(=O)(=O)C1CCN(CCC1)C(=O)OC(C)(C)C